C(CC)C(CO)CCCCCCCCCCCC 2-propyl-1-tetradecanol